C1(=CC=CC=C1)NC(=O)C=1NC(=CC1)C1=CC=CC=C1 N,5-diphenyl-1H-pyrrole-2-carboxamide